C1CCC2=C(C=CC=C12)C1=C(C=C2C(=N1)C(=NN2CC2=CC=C(C=C2)OC)C=2C=CC(=NC2)C=2CC(CC2)NC(OC(C)(C)C)=O)OC tert-butyl (3-(5-(5-(2,3-dihydro-1H-inden-4-yl)-6-methoxy-1-(4-methoxybenzyl)-1H-pyrazolo[4,3-b]pyridin-3-yl)pyridin-2-yl)cyclopent-3-en-1-yl)carbamate